ClC1=C(C(=O)O)C=CC(=C1)OC1=CC(=CC=2C=COC21)F 2-chloro-4-((5-fluorobenzofuran-7-yl)oxy)benzoic acid